chloro[tris(p-trifluoromethylphenyl)phosphine] gold (I) [Au+].ClC1=C(C=CC(=C1)C(F)(F)F)P(C1=CC=C(C=C1)C(F)(F)F)C1=CC=C(C=C1)C(F)(F)F